NC1(C(CCCC1)N)N 1,2-Diaminocyclohexylamine